hydroxyiminomalononitrile potassium salt [K].ON=C(C#N)C#N